silylenenaphthalamide [SiH2]=NC(=O)C1=CC=CC2=CC=CC=C12